C(C)(C)(C)OC(NCCCC(=O)N(C)CCCCN(CC)C(=O)C1=CC2=CC(=C(C(=C2C=C1C(N(CC)CC)=O)[N+](=O)[O-])O)O)=O tert-Butyl-N-[4-[4-[[3-(Diethylcarbamoyl)-6,7-dihydroxy-5-nitro-naphthalin-2-carbonyl]-ethyl-amino]butyl-methyl-amino]-4-oxo-butyl]carbamat